C1CCC12NCCC(C2)N2C(N(C1=NC(=NC=C1C2)NC2=CC=C(C=C2)N2CCN(CC2)C)C)=O 3-(5-azaspiro[3.5]nonan-8-yl)-1-methyl-7-[4-(4-methylpiperazin-1-yl)anilino]-4H-pyrimido[4,5-d]pyrimidin-2-one